O=C1NC2=CC(=CC=C2C1)C(=O)N 2,3-dihydro-2-oxo-1H-indole-6-carboxamide